2-((3aS,4R,6aR)-4-(4-chloro-7H-pyrrolo[2,3-d]pyrimidin-7-yl)-2,2-dimethyl-3a,6a-dihydro-4H-cyclopenta[d][1,3]dioxol-6-ylethyl)-5-fluoroquinolin-2-amine ClC=1C2=C(N=CN1)N(C=C2)[C@@H]2C=C([C@H]1OC(O[C@H]12)(C)C)CCC1(NC2=CC=CC(=C2C=C1)F)N